C(C)(C)(C)OC(=O)N1CCN(CC1)C(COC1=C(C=CC=C1)CC=1NC(C2=C(N1)N(N=C2)C2CCCC2)=O)=O 4-{[2-(1-cyclopentyl-4-oxo-4,5-di-hydro-1H-pyrazolo[3,4-d]pyrimidin-6-ylmethyl)-phenoxy]-acetyl}-piperazine-1-carboxylic acid tert-butyl ester